(Z)-3-(methylthio)-1-(3-nitrophenyl)-3-((1-(tetrahydro-2H-pyran-2-yl)-1H-indazol-5-yl)amino)prop-2-en-1-one CS\C(=C/C(=O)C1=CC(=CC=C1)[N+](=O)[O-])\NC=1C=C2C=NN(C2=CC1)C1OCCCC1